Cl.C(C)N=C=NCCCN(C)C 1-ethyl-3-(dimethylaminopropyl)carbodiimide hydrochloride